(4-methyl-2-(naphthalen-1-yl)phenyl)diphenylphosphine CC1=CC(=C(C=C1)P(C1=CC=CC=C1)C1=CC=CC=C1)C1=CC=CC2=CC=CC=C12